4-((4-amino-2-butyl-1H-imidazo[4,5-c]quinolin-1-yl)methyl)-2,6-bis(aminomethyl)phenol NC1=NC=2C=CC=CC2C2=C1N=C(N2CC2=CC(=C(C(=C2)CN)O)CN)CCCC